C12(CC(C1)C2)NC2=NC(=NC=C2)Cl N-(bicyclo[1.1.1]pentan-1-yl)-2-chloropyrimidin-4-amine